COC1CCN(CC1)C(=O)N(C)CC1=CC=C(C=C1)NC(OCC1=CC=C(C=C1)Cl)=O 4-chlorobenzyl (4-((4-methoxy-N-methylpiperidine-1-carboxamido)meth-yl)phenyl)carbamate